3-[(3R)-3-[1-[5-chloro-4-[[(1R)-1-(2,4-dichlorophenyl)ethyl]amino]-6-(hydroxymethyl)pyrimidin-2-yl]azetidin-3-yl]-1-piperidyl]-1-methyl-cyclobutanecarboxylic acid ClC=1C(=NC(=NC1CO)N1CC(C1)[C@@H]1CN(CCC1)C1CC(C1)(C(=O)O)C)N[C@H](C)C1=C(C=C(C=C1)Cl)Cl